C(C)(C)(C)OC(=O)N1[C@@H](C[C@@H](C1)CC(=O)OC)CI (2s,4r)-2-(iodomethyl)-4-(2-methoxy-2-oxoethyl)pyrrolidine-1-carboxylic acid tert-butyl ester